C(C)OC(=O)C=1C(=NC(=NC1)C1CCCC1)C1CCCCC1 4-cyclohexyl-2-cyclopentyl-pyrimidine-5-carboxylic acid ethyl ester